S-Benzyl-L-cysteine C1=CC=C(C=C1)CSC[C@@H](C(=O)O)N